2-Chloro-N-(2-{4-[(2-chloropyrimidin-4-yl)oxy]piperidin-1-yl}-2-[4-(difluoromethyl)-1,3-thiazol-5-yl]ethyl)-6-fluorobenzamide ClC1=C(C(=O)NCC(C2=C(N=CS2)C(F)F)N2CCC(CC2)OC2=NC(=NC=C2)Cl)C(=CC=C1)F